C(C1=CC=CC=C1)C1=C(C=C(C=C1OC)O)\C=C\C1=CC(=C(C=C1)O)OC (E)-4-benzyl-3-(4-hydroxy-3-methoxystyryl)-5-methoxyphenol